FC1=CC(=C(C=C1)C1=CC(=CC=C1)C=1N=C2N(C=CC(=C2)CN[C@H]2[C@H](CCC2)O)C1)C1=NN=CN1C (1S,2R)-2-(((2-(4'-Fluoro-2'-(4-methyl-4H-1,2,4-triazol-3-yl)-[1,1'-biphenyl]-3-yl)imidazo[1,2-a]pyridin-7-yl)methyl)amino)cyclopentan-1-ol